OC(C)(C)C=1C(=CC2=CN(N=C2C1)CCCS(=O)(=O)C)NC(=O)C1=NC(=CC=C1)C(F)(F)F N-{6-(2-hydroxy-prop-2-yl)-2-[3-(methylsulfonyl)propyl]-2H-indazol-5-yl}-6-(trifluoromethyl)pyridine-2-carboxamide